2-(3',5'-bis(α,α-dimethylbenzyl)-2'-hydroxyphenyl)-benzotriazole CC(C1=CC=CC=C1)(C)C=1C(=C(C=C(C1)C(C1=CC=CC=C1)(C)C)N1N=C2C(=N1)C=CC=C2)O